tributylsilane bromide [Br-].C(CCC)[SiH](CCCC)CCCC